FC(OC1=C(C(=O)NCC)C(=CC(=C1)B1OC(C(O1)(C)C)(C)C)OC)F 2-(difluoromethoxy)-N-ethyl-6-methoxy-4-(4,4,5,5-tetramethyl-1,3,2-dioxaborolan-2-yl)benzamide